COC=1C=C2C(=CC=NC2=CC1OC)OC1=CC=C(N)C=C1 4-[(6,7-dimethoxyquinolin-4-yl)oxy]aniline